2-methylisoindolin CN1CC2=CC=CC=C2C1